1-(4-(2-(3,4-dimethoxyphenyl)-3-isopropyl-1H-indol-5-yl)piperidin-1-yl)-2-(3-(hydroxymethyl)piperidin-1-yl)ethan-1-one COC=1C=C(C=CC1OC)C=1NC2=CC=C(C=C2C1C(C)C)C1CCN(CC1)C(CN1CC(CCC1)CO)=O